N-(cis-4-Ethoxycyclohexyl)-5-(imidazo[1,2-a]pyrimidin-6-yl)pyrrolo[2,1-f][1,2,4]triazin-2-amine C(C)O[C@H]1CC[C@H](CC1)NC1=NN2C(C=N1)=C(C=C2)C=2C=NC=1N(C2)C=CN1